diaminoethylpropyl-sodium NC(CC(CC)[Na])N